4-((3S)-4,4-difluoro-1-(1-((5-(4-fluoro-2-(hydroxy-methyl)phenoxy)pyrazin-2-yl)amino)-1-oxopropan-2-yl)piperidin-3-yl)-pyridine 1-oxide FC1([C@H](CN(CC1)C(C(=O)NC1=NC=C(N=C1)OC1=C(C=C(C=C1)F)CO)C)C1=CC=[N+](C=C1)[O-])F